BrC=1C(=C(C(=O)NC2=C(C=C(C=C2)C(C)C)C(F)(F)F)C(=C(C1)C(C)(C)C)O)C 3-Bromo-5-Tert-Butyl-6-Hydroxy-N-(4-Isopropyl-2-Trifluoromethyl-Phenyl)-2-Methyl-Benzamide